1-Methylpiperidin-4-yl (8-amino-7-fluoro-6-(8-methyl-2,3-dihydro-1H-pyrido[2,3-b][1,4]oxazin-7-yl)isoquinolin-3-yl)carbamate NC=1C(=C(C=C2C=C(N=CC12)NC(OC1CCN(CC1)C)=O)C1=C(C2=C(OCCN2)N=C1)C)F